S1C(=CC=2C1=CN=CC2)C(=O)N thieno[2,3-c]Pyridine-2-carboxamide